C(CCC)C1CS(C2=C(N(C1)C1=CC=CC=C1)C=C(C(=C2)O)SC)(=O)=O 3-butyl-8-hydroxy-7-(methylsulfanyl)-5-phenyl-2,3,4,5-tetrahydro-1,5-benzothiazepine 1,1-dioxide